4-fluoro-6-[1-hydroxy-1-(1-methyl-1H-pyrazol-4-yl)ethyl]-3-[cis-3-hydroxycyclobutoxy]-2,3-dihydro-1H-isoindol-1-one FC1=C2C(NC(C2=CC(=C1)C(C)(C=1C=NN(C1)C)O)=O)O[C@@H]1C[C@@H](C1)O